NC1(CCN(CCC1)C1=NC(=C(C(=N1)C(=O)N)C1=C(C(=CC=C1)Cl)Cl)C)C 2-(4-amino-4-methyl-azepan-1-yl)-5-(2,3-dichloro-phenyl)-6-methyl-pyrimidine-4-carboxylic acid amide